tert-butyl 4-[4-(4-pyridyloxy)cyclohexoxy]piperidine-1-carboxylate N1=CC=C(C=C1)OC1CCC(CC1)OC1CCN(CC1)C(=O)OC(C)(C)C